ClC1=CN=C2C(=N1)CN(C2)C2CCC1=C(NC(=N1)C1=C(C=CC=C1)Cl)C2 2-chloro-6-(2-(2-chlorophenyl)-4,5,6,7-tetrahydro-1H-benzo[d]imidazol-6-yl)-6,7-dihydro-5H-pyrrolo[3,4-b]pyrazine